(3aS,4S,6aR)-4-(5-(4-(4-(6-amino-2-fluoro-5-(1-oxo-1,2,3,4-tetrahydroisoquinolin-6-yl)pyridin-3-yl)phenoxy)piperidin-1-yl)-5-oxopentyl)tetrahydro-1H-thieno[3,4-d]imidazol-2(3H)-one NC1=C(C=C(C(=N1)F)C1=CC=C(OC2CCN(CC2)C(CCCC[C@@H]2SC[C@@H]3NC(N[C@@H]32)=O)=O)C=C1)C=1C=C3CCNC(C3=CC1)=O